N1,N1-dinonylpentane-1,5-diamine C(CCCCCCCC)N(CCCCCN)CCCCCCCCC